7-(2,3-Dichlorophenyl)-3-(dimethylamino)thieno[2,3-c]pyridine-2-carboxylic acid ethyl ester C(C)OC(=O)C1=C(C=2C(=C(N=CC2)C2=C(C(=CC=C2)Cl)Cl)S1)N(C)C